[Ag].[Au].[Pt].NC1=NC=CC(=C1F)CC=1C(=C(C(=C(C(=O)N)C1)NC=1C=CC2=C(C=CS2)C1F)F)F 5-[(2-amino-3-fluoropyridin-4-yl)methyl]-3,4-difluoro-2-[(4-fluoro-1-benzothien-5-yl)amino]benzamide platinum-gold-silver